1,4-dibromo-(E)-2-butene BrC\C=C\CBr